O=C1N(C(C2=CC=CC=C12)=O)CCC(C)C1=C(C=CC2=C(C=CC=C12)OC1=CC=C(C=C1)C(F)(F)F)C(=O)N [3-(1,3-dioxoisoindolin-2-yl)-1-methyl-propyl]-5-[4-(trifluoromethyl)phenoxy]naphthalene-2-carboxamide